(R)-3-(tert-butyl)-N-(1-(2-methyl-4-(6-((6-(piperazin-1-yl)pyridin-3-yl)amino)pyrimidin-4-yl)phenyl)ethyl)-1,2,4-oxadiazole-5-carboxamide hydrochloride Cl.C(C)(C)(C)C1=NOC(=N1)C(=O)N[C@H](C)C1=C(C=C(C=C1)C1=NC=NC(=C1)NC=1C=NC(=CC1)N1CCNCC1)C